(R)-1-(4-(1-phenylpyrrolidin-2-yl)thiazol-2-yl)-3-(2-(pyridin-4-yl)ethyl)urea C1(=CC=CC=C1)N1[C@H](CCC1)C=1N=C(SC1)NC(=O)NCCC1=CC=NC=C1